FC1=C(C(=O)NC2=CC(=C(C=C2)CN2CC(N(CC2)C)=O)C(F)(F)F)C=C(C(=C1)C)C#CC1=CN=C2N1C=CC=C2NC=2C=NN(C2)C 2-fluoro-4-methyl-5-((8-((1-methyl-1H-pyrazol-4-yl)amino)imidazo[1,2-a]pyridin-3-yl)ethynyl)-N-(4-((4-methyl-3-oxopiperazin-1-yl)methyl)-3-(trifluoromethyl)phenyl)benzamide